C1(=NC=CC=C1)C1=CC=CC=2C3=CC=CC=C3NC12 azaphenylcarbazole